C(C1=CC=CC=C1)C(C(=O)N)N1C2=C(OC(C1=O)(F)F)C=C(C(=C2)C2=C(C(=C(C(=C2F)F)F)F)F)F benzyl-2-(2,2,7-trifluoro-3-oxo-6-(perfluorophenyl)-2,3-dihydro-4H-benzo[b][1,4]oxazin-4-yl)acetamide